ClCC(C(F)(F)SC#N)(F)F 3-chlorothiocyanato-1,1,2,2-tetrafluoropropane